COC([C@H](CC1=CC=C(C=C1)[N+](=O)[O-])NC(C)=O)=O (S)-2-acetylamino-3-(4-nitrophenyl)propionic acid methyl ester